(R)-(1-methyl-1H-indol-5-yl)(8-methyl-3-(3-methyl-1,2,4-thiadiazol-5-yl)-5,6-dihydro-[1,2,4]triazolo[4,3-a]pyrazin-7(8H)-yl)methanone Nickel Cobalt Manganese Lithium [Li].[Mn].[Co].[Ni].CN1C=CC2=CC(=CC=C12)C(=O)N1[C@@H](C=2N(CC1)C(=NN2)C2=NC(=NS2)C)C